Butan-2-ylmethylmethanesulfonate CC(CC)C(S(=O)(=O)[O-])C